isopropoxy-pyridin C(C)(C)OC1=NC=CC=C1